(octahydro-2H-quinolizin-2-yl)-1H-indole C1C(CCN2CCCCC12)N1C=CC2=CC=CC=C12